CC1=C(C=CC=C1COC1=C(C=C(C(=N1)OC)CNCC(C(=O)O)(C)C)Cl)C1=C(C(=CC=C1)COC1=C(C=C(C(=N1)OC)CNCC(C(=O)O)(C)C)Cl)C 3,3'-((((((2,2'-Dimethyl-[1,1'-biphenyl]-3,3'-diyl)bis(methylene))bis(oxy))bis(5-chloro-2-methoxypyridine-6,3-diyl))bis(methylene))bis(azanediyl))bis(2,2-dimethylpropanoic acid)